N[C@H](C(=O)O)CNC(=N)N (2S)-2-amino-3-carbamimidamido-propanoic acid